C(C(C)C)[C@H](NC([C@@H](NC(OCCC1=CC=CC=C1)=O)CC1=CC=CC2=CC=CC=C12)=O)C(N[C@H](C(=O)OC)C[C@H]1C(NCC1)=O)=O Methyl (6S,9S,12S)-9-isobutyl-6-(naphthalen-1-ylmethyl)-4,7,10-trioxo-12-(((S)-2-oxopyrrolidin-3-yl)methyl)-1-phenyl-3-oxa-5,8,11-triazatridecan-13-oate